Tert-butyl-N-[2-(4-formylcyclohexyl)-6-methoxy-indazol-5-yl]pyridine-2-carboxamide C(C)(C)(C)C=1C(=NC=CC1)C(=O)NC1=CC2=CN(N=C2C=C1OC)C1CCC(CC1)C=O